2-(3,5-bis(trifluoromethyl)phenyl)-5-fluoropyridine FC(C=1C=C(C=C(C1)C(F)(F)F)C1=NC=C(C=C1)F)(F)F